(R)-1-(2-methylpyridin-3-yl)ethane-1-amine CC1=NC=CC=C1[C@@H](C)N